O[C@@H]1C[C@H](N(C1)C(=O)[O-])C(=O)OC 2-methyl (2S,4R)-4-hydroxypyrrolidine-1,2-dicarboxylate